C(C)(C)(C)OOC(C)(C)C1=CC=C(C=C1)C(C)(C)OOC(C)(C)C α,α'-bis-t-butylperoxy-1,4-diisopropylbenzene